2-[[4-[(5R)-2,6-diazaspiro[4.5]decan-2-yl]-3-thiazol-2-yl-pyrrolo[2,3-b]pyridin-1-yl]methoxy]ethyl-trimethyl-silane C1N(CC[C@@]12NCCCC2)C2=C1C(=NC=C2)N(C=C1C=1SC=CN1)COCC[Si](C)(C)C